N-(4-aminobenzyl)-2-chloro-9-isopropyl-9H-purin-6-amine NC1=CC=C(CNC2=C3N=CN(C3=NC(=N2)Cl)C(C)C)C=C1